methyl 5-(2-amino-[1,2,4]triazolo[1,5-a]pyridin-7-yl)-3,4-difluoro-2-methylbenzoate NC1=NN2C(C=C(C=C2)C=2C(=C(C(=C(C(=O)OC)C2)C)F)F)=N1